OC1=C(C=CC(=C1)C(F)(F)F)C1=C(N=C(N=N1)N1C[C@@H](OCC1)CNC(C)=O)C (S)-N-((4-(6-(2-hydroxy-4-(trifluoromethyl)phenyl)-5-methyl-1,2,4-triazin-3-yl)morpholin-2-yl)methyl)acetamide